(R)-3-cyano-3-(8-(4,4-difluorocyclohex-1-en-1-yl)quinoline-3-carboxamido)propanoic acid C(#N)[C@@H](CC(=O)O)NC(=O)C=1C=NC2=C(C=CC=C2C1)C1=CCC(CC1)(F)F